methyl 6-methylpiperidine-3-carboxylate CC1CCC(CN1)C(=O)OC